FC1=C(N=C2N(C1=O)CC[C@H](N2CC(=O)N2CC1(COC1)C2)C(F)(F)F)N2[C@@H](COCC2)C (S)-3-Fluoro-2-((R)-3-methylmorpholin-4-yl)-9-[2-(2-oxa-6-aza-spiro[3.3]hept-6-yl)-2-oxoethyl]-8-trifluoromethyl-6,7,8,9-tetrahydro-pyrimido[1,2-a]-pyrimidin-4-one